2,5-bis-(5-t-butyl-2-benzoxazolyl)thiophene C(C)(C)(C)C=1C=CC2=C(N=C(O2)C=2SC(=CC2)C=2OC3=C(N2)C=C(C=C3)C(C)(C)C)C1